CC(CCCCCCCC)C(CCCCCCCCCCCCC(=O)OCC(O)CO)(C(C)CCCCCCCC)C(C)CCCCCCCC glycerol tris(2-decyl)tetradecanoate